N-[2-fluoro-4-(pyrazol-1-yl)phenyl]-2-[(S)-piperidine-4-sulfinyl]-1,6-naphthyridin-7-amine FC1=C(C=CC(=C1)N1N=CC=C1)NC1=NC=C2C=CC(=NC2=C1)[S@@](=O)C1CCNCC1